FC1=C(C=C(C=C1)C1=C(N=C(C2=CC(=CC=C12)O)OCC(=O)NS(=O)(=O)C)C(C)C)C 2-((4-(4-fluoro-3-methylphenyl)-7-hydroxy-3-isopropylisoquinolin-1-yl)oxy)-N-(methylsulfonyl)acetamide